N1-(1-hydroxy-3-phenylpropan-2-yl)-N2-(4-(1-methyl-1H-imidazole-2-carbonyl)phenyl)oxalamide OCC(CC1=CC=CC=C1)NC(C(=O)NC1=CC=C(C=C1)C(=O)C=1N(C=CN1)C)=O